tert-Butyl ((1-(4-methoxybenzyl)piperidin-4-yl)methyl)carbamate COC1=CC=C(CN2CCC(CC2)CNC(OC(C)(C)C)=O)C=C1